FC(CN1N=CC=2C1=NC(=CN2)N2CC1(C2)C(N(CC1)C1=CC(=NC=C1)C(F)(F)F)=O)F 2-[1-(2,2-difluoroethyl)-1H-pyrazolo[3,4-b]pyrazin-6-yl]-6-[2-(trifluoromethyl)pyridin-4-yl]-2,6-diazaspiro[3.4]octan-5-one